C1=CC=C(C(=C1)C(=O)O)SSC2=CC=CC=C2C(=O)O 2,2'-dithiosalicylic acid